1-(2-((2R,4aS,4bR,6aR,8R,11aS,11bR,13aR)-2-hydroxy-2,6a-dimethyloctadecahydro-1H-cyclohepta[a]phenanthren-8-yl)-2-oxoethyl)-1H-pyrazole-4-carbonitrile O[C@@]1(CC[C@@H]2[C@H]3CC[C@]4([C@H]([C@@H]3CC[C@@H]2C1)CCC[C@H](C4)C(CN4N=CC(=C4)C#N)=O)C)C